5-[3-(1H-tetrazol-5-yl)phenyl]-1,3-dihydro-2H-naphtho[1,2-e][1,4]diazepin-2-one sodium salt [Na].N1N=NN=C1C=1C=C(C=CC1)C=1C2=C(NC(CN1)=O)C1=CC=CC=C1C=C2